N-(1-(6,7-Difluoro-1-oxo-1,2-dihydroisoquinolin-4-yl)ethyl)-N,3,3-trimethylindoline-2-carboxamide FC=1C=C2C(=CNC(C2=CC1F)=O)C(C)N(C(=O)C1NC2=CC=CC=C2C1(C)C)C